Bis(2-methyl-1-naphthyl)-4-ethoxyphenylphosphine oxide CC1=C(C2=CC=CC=C2C=C1)P(C1=CC=C(C=C1)OCC)(C1=C(C=CC2=CC=CC=C12)C)=O